C(C)(C)(C)OC(=O)N=S(=O)(C)C=1SC(=CN1)C(=O)OC methyl 2-(N-tert-butoxycarbonyl-S-methyl-sulfonimidoyl)thiazole-5-carboxylate